ClC=1C=C(C=CC1OC)NS(=O)(=O)C1=CC=C(C=C1)NC(NCC=1C=NC=CC1)=O 3-{4-[(3-chloro-4-methoxyphenyl)sulfamoyl]phenyl}-1-(pyridin-3-ylmethyl)urea